ClC1=C(C=C(C=C1)NC(=O)NCC=1C=C2CN(C(C2=CC1)=O)C1C(NC(CC1)=O)=O)OC 1-(4-chloro-3-methoxy-phenyl)-3-[[2-(2,6-dioxo-3-piperidyl)-1-oxo-isoindolin-5-yl]methyl]urea